C12(CC3CC(CC(C1)C3)C2)CCC(=O)N2CCN(CC2)C2=NC=C(C=C2)O 3-(1-Adamantyl)-1-[4-(5-hydroxy-2-pyridyl)piperazin-1-yl]propan-1-one